(racemic)-trans-3-amino-1-(N-((S)-2-amino-3,3-difluoropropyl)-N-methylsulfamoyl)-4-(3-boronopropyl)pyrrolidine-3-carboxylic acid N[C@@]1(CN(C[C@H]1CCCB(O)O)S(N(C)C[C@@H](C(F)F)N)(=O)=O)C(=O)O |r|